CN([C@@H]1CN(CC1)[C@@H]1CN(CC1)C(=O)OC(C)(C)C)C tert-Butyl (3S,3'S)-3-(dimethylamino)-[1,3'-bipyrrolidine]-1'-carboxylate